tert-butyl(5-nitro-3-vinylpyridin-2-yl)carbamate C(C)(C)(C)OC(NC1=NC=C(C=C1C=C)[N+](=O)[O-])=O